O1C(=CC=C1)C=C1C(N(C(N(C1=O)C1=CC=CC=C1)(C)C)C1=CC=CC=C1)=O 5-((furan-2-yl)methylene)-dihydro-2,2-dimethyl-1,3-diphenylpyrimidine-4,6(1H,5H)-dione